COC([C@@H](C)NC1=C(C=CC=C1C)C)=O (R)-N-(2,6-dimethyl-phenyl)aminopropionic acid methyl ester